CC1=NOC(=C1C=1C=CC2=C(C3C(O2)C3C(=O)N[C@@H](COC)C3=CC=C(C=C3)OCC)C1)C exo-5-(3,5-dimethyl-1,2-oxazol-4-yl)-N-[(1R)-1-(4-ethoxyphenyl)-2-methoxyethyl]-1a,6b-dihydro-1H-cyclopropa[b][1]benzofuran-1-carboxamide